(3,5-difluorophenyl)-3-(1-methyl-1H-pyrazol-5-yl)-4,5,6,7-tetrahydro-1H-indol-4-ol FC=1C=C(C=C(C1)F)N1C=C(C=2C(CCCC12)O)C1=CC=NN1C